(5-(5-fluoro-2-methoxypyridin-4-yl)-1H-pyrazole-3-carbonyl)-N-((1r,4r)-4-hydroxy-4-(trifluoromethyl)cyclohexyl)-2-oxa-5-azaspiro[3.5]nonane-8-carboxamide FC=1C(=CC(=NC1)OC)C1=CC(=NN1)C(=O)C1OCC12NCCC(C2)C(=O)NC2CCC(CC2)(C(F)(F)F)O